1-acetyl-4-(3-(acetoxy)-4-(difluoromethoxy)phenyl)pyrrolidine-2-carboxylic acid methyl ester COC(=O)C1N(CC(C1)C1=CC(=C(C=C1)OC(F)F)OC(C)=O)C(C)=O